ClC1=C(C=CC(=C1)OC1=C(C=C(C=C1)C1=NC2=C(N1)C=C(C=C2)C(NC(C)C)=N)C#N)C2=NC1=C(N2)C=C(C=C1)C(NC(C)C)=N 2-(2-Chloro-4-(2-cyano-4-(6-(N-isopropylcarbamimidoyl)-1H-benzo[d]imidazol-2-yl)phenoxy)phenyl)-N-isopropyl-1H-benzo[d]imidazole-6-carboximidamide